N1=CN=C(C=C1)[C@@H](C)O |r| (rac)-1-(pyrimidin-4-yl)ethan-1-ol